rac-(2s,4r)-4-(2-hydroxyethyl)-2-phenyl-piperidine-1-carboxylic acid tert-butyl ester C(C)(C)(C)OC(=O)N1[C@@H](C[C@@H](CC1)CCO)C1=CC=CC=C1 |r|